5-amino-3-(2-(4-(2-fluoro-4-(3,3,3-trifluoro-2-hydroxy-propoxy)phenyl)piperazin-1-yl)ethyl)-8-(furan-2-yl)thiazolo[5,4-e][1,2,4]triazolo[1,5-c]pyrimidin-2(3H)-one NC1=NC2=C(C=3N1N=C(N3)C=3OC=CC3)SC(N2CCN2CCN(CC2)C2=C(C=C(C=C2)OCC(C(F)(F)F)O)F)=O